N-(4-((4-(2-(3-chloro-4-(2-chloroethoxy)-5-cyanophenyl)propan-2-yl)phenoxy)methyl)pyrimidin-2-yl)ethenesulfonamide ClC=1C=C(C=C(C1OCCCl)C#N)C(C)(C)C1=CC=C(OCC2=NC(=NC=C2)NS(=O)(=O)C=C)C=C1